3,7-dimethyloct-6-en-1-yl acetate (CITRONELLYL ACETATE) C(CC(C)CCC=C(C)C)CC(=O)O.C(C)(=O)OCCC(CCC=C(C)C)C